C1(CCCCC1)[C@@H]1C(N2CCCC[C@H]2C(O[C@@H](C=2C=CC=C(OCCOCCC(C1)=O)C2)CCC2=CC(=C(C=C2)OC)OC)=O)=O (2R,5S,12R)-12-cyclohexyl-2-[2-(3,4-dimethoxyphenyl)ethyl]-3,17,20-trioxa-10-azatricyclo[19.3.1.05,10]pentacosa-1(25),21,23-triene-4,11,14-trione